C(C)(C)C1=C(NC2=CC=C(C=C12)C1CCN(CC1)CC=1C=NC=NC1)C=1C(=CC=2N(C1)N=CN2)C 6-(3-isopropyl-5-(1-(pyrimidin-5-ylmethyl)piperidin-4-yl)-1H-indol-2-yl)-7-methyl-[1,2,4]triazolo[1,5-a]pyridine